2-(4-((1-(4-Methoxyphenyl)-5-oxo-1,5-dihydro-4H-1,2,4-triazol-4-yl)methyl)-2,6-dimethylphenoxy)-2-methylpropanoic acid COC1=CC=C(C=C1)N1N=CN(C1=O)CC1=CC(=C(OC(C(=O)O)(C)C)C(=C1)C)C